sodium (2R,3R,4S,5R)-2,3,4,5-tetrahydroxy-6-(nonylamino)-6-oxohexyl sulfate S(=O)(=O)(OC[C@H]([C@H]([C@@H]([C@H](C(=O)NCCCCCCCCC)O)O)O)O)[O-].[Na+]